CC=1C=CC2=C(N(C(=N2)C2=CC=NC=C2)CCC2=CC=CC=C2)C1 6-Methyl-1-phenethyl-2-(pyridin-4-yl)-1H-benzo[d]imidazole